tert-butyl 4-((8-(isoxazol-3-ylcarbamoyl)quinolin-5-yl)amino)piperidine-1-carboxylate O1N=C(C=C1)NC(=O)C=1C=CC(=C2C=CC=NC12)NC1CCN(CC1)C(=O)OC(C)(C)C